The molecule is a cembrane diterpenoid that is an epimer of sinularolide B at C-3. Isolated from Sinularia gibberosa and has been found to exhibit antineoplastic activity. It has a role as a metabolite and an antineoplastic agent. It is a gamma-lactone, a cembrane diterpenoid, an epoxide, a macrocycle, a primary alcohol and a secondary alcohol. C/C/1=C\\CC[C@@]2([C@@H](O2)C[C@H]3[C@H]([C@H](/C(=C/CC1)/C)O)OC(=O)C3=C)CO